N-[2-(1H-imidazol-1-yl)ethyl]-6-methyl-9-[4-(trifluoromethyl)phenyl]-9H-carbazole-3-carboxamide N1(C=NC=C1)CCNC(=O)C=1C=CC=2N(C3=CC=C(C=C3C2C1)C)C1=CC=C(C=C1)C(F)(F)F